N1(C=NC=C1)C1=CC=C(C=C1)NC1=CC2=C(N(C(N2C)=O)C)C=C1 5-((4-(1H-imidazol-1-yl)phenyl)amino)-1,3-dimethyl-1,3-dihydro-2H-benzo[d]imidazol-2-one